C(C)(=O)N1C(C(C2=CC=CC=C12)=O)=CC1=NC2=CC=C(C=C2C(=C1)C1=NNC=N1)C(=O)N1CCOCC1 1-acetyl-2-((6-(morpholine-4-carbonyl)-4-(1H-1,2,4-triazol-3-yl)-quinolin-2-yl)-methylene)indolin-3-one